tetrahydrocyclopenta[c]pyrrol C1NCC2C1=CC=C2